C[C@@H]1O[C@@H](CC(C1)N(C(OC(C)(C)C)=O)CC=1C=C2C=CC(=NC2=CC1)C)C |r| tert-butyl ((2SR,6RS)-2,6-dimethyltetrahydro-2H-pyran-4-yl)((2-methylquinolin-6-yl)methyl)carbamate